ClC1=C(C(=NC=C1)N)Br 4-chloro-3-bromopyridin-2-amine